2-(3-chloro-5-(2,5-dimethyl-1H-pyrrol-1-yl)-2-methylphenyl)acetonitrile ClC=1C(=C(C=C(C1)N1C(=CC=C1C)C)CC#N)C